O=C1NC(CC[C@H]1N1C(C2=CC=CC(=C2C1=O)O[C@H](C(=O)OC(C)(C)C)C)=O)=O tert-butyl (S)-2-((2-((R)-2,6-dioxopiperidin-3-yl)-1,3-dioxoisoindolin-4-yl)oxy)propanoate